2-ethyl-1-(4-((tetrahydro-2H-pyran-4-yl)amino)butyl)-1H-imidazo[4,5-c]quinolin C(C)C=1N(C2=C(C=NC=3C=CC=CC23)N1)CCCCNC1CCOCC1